6-(1H-benzo[d]imidazol-1-yl)-4-(3-fluorophenoxy)-isoquinoline N1(C=NC2=C1C=CC=C2)C=2C=C1C(=CN=CC1=CC2)OC2=CC(=CC=C2)F